CN1C(=NC=C1C=1C(=NN(C1)C1=NC=CN=C1)C(F)(F)F)C(=O)N 1-methyl-5-[1-pyrazin-2-yl-3-(trifluoromethyl)pyrazol-4-yl]imidazole-2-carboxamide